FC1=C(OC=2C=CC(=NC2)NC([C@H](C)N2C[C@@H](C(CC2)(F)F)C2=CC(=[N+](C=C2)[O-])CO)=O)C=CC(=C1)F 4-((S)-1-((S)-1-((5-(2,4-difluoro-phenoxy)-pyridin-2-yl)amino)-1-oxopropan-2-yl)-4,4-di-fluoro-piperidin-3-yl)-2-(hydroxy-methyl)-pyridine 1-oxide